2,4-dichloro-1,5,6,7-tetramethyl-8-oxabicyclo[3.2.1]oct-6-en-3-one ClC1C2(C(=C(C(C(C1=O)Cl)(O2)C)C)C)C